C(C)(C)OP(OC(C)C)(=O)[N@@]1[C@H](C1)C (S)-Diisopropyl(2-Methylaziridin-1-Yl)Phosphonate